C(C=C)(=O)OCCCCCCO 1,6-hexanediol acrylate